11-(5-{[(5Z,8Z,11Z,14Z)-1-oxoicosa-5,8,11,14-tetraenyl] oxy} pentyl)-2-methyl-9-oxo-2,8-diaza-5,10-dioxahexadecan-16-yl (5Z,8Z,11Z,14Z)-icosa-5,8,11,14-tetraenoate C(CCC\C=C/C\C=C/C\C=C/C\C=C/CCCCC)(=O)OCCCCCC(OC(NCCOCCN(C)C)=O)CCCCCOC(CCC\C=C/C\C=C/C\C=C/C\C=C/CCCCC)=O